(S)-1-(3-(difluoromethyl)-2-fluorophenyl)-2-fluoroethan-1-amine FC(C=1C(=C(C=CC1)[C@@H](CF)N)F)F